8-Bromo-2-quinolinecarboxaldehyde BrC=1C=CC=C2C=CC(=NC12)C=O